5'trans-cyclooctane C1CCCCCCC1